BrC1=CC=C(C=C1)C1CC(C1)CO[Si](C)(C)C(C)(C)C ((3-(4-bromophenyl)cyclobutyl)methoxy)(tert-butyl)dimethylsilane